allyl-(diisopropylamino)dimethylsilane Bis(tert-butylcyclohexyl)peroxydicarbonate C(C)(C)(C)C1(CCCCC1)OC(=O)OOC(=O)OC1(CCCCC1)C(C)(C)C.C(C=C)[Si](C)(C)N(C(C)C)C(C)C